4-(((3r,4r)-3-(4-(1H-pyrazol-1-yl)phenyl)-1-(oxetan-3-yl)piperidin-4-yl)methyl)-5,7-dimethyl-1H-indole N1(N=CC=C1)C1=CC=C(C=C1)[C@@H]1CN(CC[C@H]1CC1=C2C=CNC2=C(C=C1C)C)C1COC1